selenocystine-selenoester [Se]1OC([C@H](C[Se][Se]C[C@@H](C(=O)O1)N)N)=O